2,5-dimethyl-1H-pyrrole CC=1NC(=CC1)C